NC=1SC2=C(N1)CCC(C2)C=O 2-amino-4,5,6,7-tetrahydro-1,3-benzothiazole-6-carbaldehyde